(S)-1-(3-chloro-4-fluorophenyl)-3-(8,9-difluoro-6-oxo-1,4,5,6-tetrahydro-2H-pyrano[3,4-c]isoquinolin-1-yl)urea ClC=1C=C(C=CC1F)NC(=O)N[C@@H]1COCC=2NC(C=3C=C(C(=CC3C21)F)F)=O